FC(C=1C=C(C=C(C1)C(F)(F)F)[C@H]([C@@H](C)N(C(C)C)CC1=C(C=CC(=C1)C(F)(F)F)C1=CC(=C(C=C1OC)C)OCCCC(=O)O)O)(F)F 4-((2'-((((1R,2R)-1-(3,5-bis(trifluoromethyl)phenyl)-1-hydroxypropan-2-yl)(isopropyl)amino)methyl)-6-Methoxy-4-methyl-4'-(trifluoromethyl)-[1,1'-biphenyl]-3-yl)oxy)butanoic acid